2-(4-butoxyphenyl)-N-hydroxyacetamide CCCCOC1=CC=C(C=C1)CC(=O)NO